OCCCN1C(C2=CC=CC=C2C(=C1)C(C)NC)=O 2-(3-hydroxypropyl)-4-(1-(methylamino)ethyl)isoquinolin-1(2H)-one